BrC=1C=CC(=NC1)N1CC2C(C1)CC(C2)(NCC=2C=NC(=CC2)OC)C 2-(5-bromopyridin-2-yl)-N-((6-methoxypyridin-3-yl)methyl)-5-methyl-octahydrocyclopenta[c]pyrrol-5-amine